(S)-N-[7-chloro-6-[4-((3S,4S)-4-fluoro-3-methyl-tetrahydrofuran-3-yl)piperazin-1-yl]-3-isoquinolyl]spiro[2.2]pentane-2-carboxamide ClC1=C(C=C2C=C(N=CC2=C1)NC(=O)[C@H]1CC12CC2)N2CCN(CC2)[C@]2(COC[C@H]2F)C